COC1=NC=CC(=C1C1=CN(C2=NC(=CC=C21)N)COCC[Si](C)(C)C)OC 3-(2,4-dimethoxypyridin-3-yl)-1-{[2-(trimethylsilyl)ethoxy]methyl}pyrrolo[2,3-b]pyridin-6-amine